methyl 8-(((S)-1-((2S,4R)-2-(((R)-1-(4-chlorophenyl)-2-hydroxyethyl)carbamoyl)-4-hydroxypyrrolidin-1-yl)-3,3-dimethyl-1-oxobutan-2-yl)amino)-8-oxooctanoate ClC1=CC=C(C=C1)[C@H](CO)NC(=O)[C@H]1N(C[C@@H](C1)O)C([C@H](C(C)(C)C)NC(CCCCCCC(=O)OC)=O)=O